C(CCC)N butan-1-amine